(7-ethoxy-6-methoxy-1-(2-(5-(trifluoromethyl)-1H-indol-3-yl)ethyl)-3,4-dihydroisoquinolin-2(1H)-yl)(morpholino)methanone C(C)OC1=C(C=C2CCN(C(C2=C1)CCC1=CNC2=CC=C(C=C12)C(F)(F)F)C(=O)N1CCOCC1)OC